C(C)(C)C1CN(CCCN1)C1=NC=C(C(=N1)NC=1C=C2C=NNC2=CC1)OC N-(2-(3-isopropyl-1,4-diazepan-1-yl)-5-methoxypyrimidin-4-yl)-1H-indazol-5-amine